10-bromo-7,8-dichloro-5-(2-(dimethylamino)ethyl)-3,4,5,6-tetrahydroazepino[4,5-b]indol-2(1H)-one BrC=1C=2C3=C(NC2C(=C(C1)Cl)Cl)C(CNC(C3)=O)CCN(C)C